6-amino-2-{[(1S)-1-methylbutyl]oxy}-9-[5-(1-piperidinyl)pentyl]-7,9-dihydro-8H-purine-8-one NC1=C2NC(N(C2=NC(=N1)O[C@H](CCC)C)CCCCCN1CCCCC1)=O